6-bromo-2-[(4-methoxyphenyl)methyl]-2,3-dihydro-1H-isoindol-1-one BrC1=CC=C2CN(C(C2=C1)=O)CC1=CC=C(C=C1)OC